Cl.[In] indium, hydrochloride